COC1=C(C(=CC=C1)OC)C=1NC=C(N1)C1=CC=C(C=C1)F 2-(2,6-dimethoxyphenyl)-4(s)-(4-fluorophenyl)-1H-imidazol